3-[(4-prop-2-ynyloxy-1,3-benzothiazol-2-yl)carbamoyl]bicyclo[2.2.1]hept-5-ene-2-carboxylic acid C(C#C)OC1=CC=CC2=C1N=C(S2)NC(=O)C2C(C1C=CC2C1)C(=O)O